ClC1=NC(=CC2=C1N=C(N=C2)N[C@H]2[C@H](COC2)NC(OC(C)(C)C)=O)C2=C(C(=CC(=C2Cl)OC)OC)Cl tert-butyl ((3R,4S)-4-((8-chloro-6-(2,6-dichloro-3,5-dimethoxy phenyl)pyrido[3,4-d]pyrimidin-2-yl)amino)tetrahydrofuran-3-yl)carbamate